C(CCCCC(=O)O)(=O)O.CC(CCCCO)O methyl-1,5-pentanediol adipate